NC=1C(=NC(=C(N1)C=1OC=CN1)C1=CN(C(C=C1)=O)C)C(=O)NCC1=NC=CC=C1F 3-amino-N-[(3-fluoropyridin-2-yl)methyl]-6-(1-methyl-6-oxo-1,6-dihydropyridin-3-yl)-5-(1,3-oxazol-2-yl)pyrazine-2-carboxamide